FC=1C(=NC=C(C1)OC1CN(C1)C(C)C)C1=CC(=CN1C)C(=O)O 5-{3-fluoro-5-[(1-isopropylazetidin-3-yl)oxy]pyridin-2-yl}-1-methylpyrrole-3-carboxylic acid